(R)-2-(cyanomethyl)piperazine-1-carboxylic acid benzyl ester C(C1=CC=CC=C1)OC(=O)N1[C@@H](CNCC1)CC#N